acryloyloxyhexyl trimellitate C(C=1C(C(=O)[O-])=CC(C(=O)[O-])=CC1)(=O)OCCCCCCOC(C=C)=O